7-isopropoxy-N-(6-methoxypyridin-2-yl)imidazo[1,2-a]Pyridine-6-carboxamide C(C)(C)OC1=CC=2N(C=C1C(=O)NC1=NC(=CC=C1)OC)C=CN2